C12CN(CC2C1)S(=O)(=O)NC(C1=C(C(=C(C=C1)Br)F)OC1CC1)=O N-(3-azabicyclo[3.1.0]hexan-3-ylsulfonyl)-4-bromo-2-cyclopropoxy-3-fluorobenzamide